5-(methoxycarbonyl)isoquinoline 2-oxide COC(=O)C1=C2C=C[N+](=CC2=CC=C1)[O-]